N-(4-(2-amino-3-(3-(piperidin-4-yl)prop-1-ynyl)pyridin-4-yloxy)-3-fluorophenyl)-3-(4-fluorophenyl)-2,4-dioxo-1,2,3,4-tetrahydropyrimidine-5-carboxamide NC1=NC=CC(=C1C#CCC1CCNCC1)OC1=C(C=C(C=C1)NC(=O)C=1C(N(C(NC1)=O)C1=CC=C(C=C1)F)=O)F